(3R,4R)-4-({7-bromo-5-fluoropyrrolo[2,1-f][1,2,4]triazin-2-yl}amino)-3-fluoropiperidine-1-carboxylic acid tert-butyl ester C(C)(C)(C)OC(=O)N1C[C@H]([C@@H](CC1)NC1=NN2C(C=N1)=C(C=C2Br)F)F